8-(4-chloro-2-fluoro-phenyl)-3-methyl-6-[(2R,4S)-2-(2-methyltriazol-4-yl)tetrahydropyran-4-yl]-2-(trifluoromethyl)pyrimido[5,4-d]pyrimidin-4-one ClC1=CC(=C(C=C1)C1=NC(=NC2=C1N=C(N(C2=O)C)C(F)(F)F)[C@@H]2C[C@@H](OCC2)C2=NN(N=C2)C)F